2-amino-5-bromo-N-cyclopropylnicotinamide NC1=C(C(=O)NC2CC2)C=C(C=N1)Br